C1(=CC=CC=C1)S(=O)(=O)OC=1C=C(N)C=CC1 3-(phenylsulfonyloxy)aniline